5-(1H-imidazol-1-yl)-N-((1r,4r)-4-methoxycyclohexyl)nicotinamide N1(C=NC=C1)C=1C=NC=C(C(=O)NC2CCC(CC2)OC)C1